methyl 1-[4-(azetidin-3-yl) phenyl]cyclopropane-carboxylate N1CC(C1)C1=CC=C(C=C1)C1(CC1)C(=O)OC